2,5-dihydroxybenzenesulfonic acid nickel-iron [Fe].[Ni].OC1=C(C=C(C=C1)O)S(=O)(=O)O